C(C)N1OC[C@H](C1=O)NC(=O)C=1C=2CCCC2C(=C(C1)OC[C@H](C)NS(=O)(=O)C(F)(F)F)C N-[(4R)-2-ethyl-3-oxo-isoxazolidin-4-yl]-7-methyl-6-[(2S)-2-(trifluoromethylsulfonylamino)propoxy]indane-4-carboxamide